2-isopropenyl-3,3-dimethyl-pent-4-en-1-ol C(=C)(C)C(CO)C(C=C)(C)C